3-(2-(benzylthio)benzyl)-5-(difluoro(phenyl)methyl)-3H-[1,2,3]triazolo[4,5-d]pyrimidin-7(4H)-one C(C1=CC=CC=C1)SC1=C(CN2N=NC3=C2NC(=NC3=O)C(C3=CC=CC=C3)(F)F)C=CC=C1